C(C)(C)(C)OC(=O)NC1=CC=C(C=N1)N1C=C(C(C2=CC(=C(C=C12)N1N=C(C=C1)N(C)CCOC)Cl)=O)C(=O)OCC ethyl 1-(6-{[(tert-butoxy) carbonyl] amino} pyridin-3-yl)-6-chloro-7-{3-[(2-methoxyethyl) (methyl) amino]-1H-pyrazol-1-yl}-4-oxo-1,4-dihydroquinoline-3-carboxylate